(S)-tert-butyl (1-(3-(2-(dimethylamino)ethyl)-5-methoxy-1H-indol-1-yl)-1-oxo-3-phenylpropan-2-yl)-carbamate CN(CCC1=CN(C2=CC=C(C=C12)OC)C([C@H](CC1=CC=CC=C1)NC(OC(C)(C)C)=O)=O)C